CC1(C(C(CC2(CCCO2)C1)C#N)=O)C 9,9-dimethyl-8-oxo-1-oxaspiro[4.5]decane-7-carbonitrile